tert-butyl 5-oxo-azacyclooctane-1-carboxylate O=C1CCCN(CCC1)C(=O)OC(C)(C)C